ClC=1C(=NC=CC1C1=C(C(=CC=C1)NC1=NC=CC(=C1OC)C=O)Cl)C1=CC(=C(C=C1)CN(C(OC(C)(C)C)=O)C[C@H]1NC(CC1)=O)OC tert-butyl N-[[4-[3-chloro-4-[2-chloro-3-[(4-formyl-3-methoxy-2-pyridyl)amino]phenyl]-2-pyridyl]-2-methoxy-phenyl]methyl]-N-[[(2S)-5-oxopyrrolidin-2-yl]methyl]carbamate